COC(=O)C1=C(C2=C(CCC=3C=NNC23)O1)C 8-Methyl-4,5-dihydro-1H-furo[2,3-g]indazole-7-carboxylic acid methyl ester